NC=1N=NC(=CC1OCC(CN(C(OC(C)(C)C)=O)C)C1=CC=CC=C1)C1=C(C=CC=C1)O tert-Butyl (3-((3-amino-6-(2-hydroxyphenyl)pyridazin-4-yl)oxy)-2-phenylpropyl)(methyl)carbamate